3-(5-(1'-(3-(4-((4-([1,1'-biphenyl]-3-yl)-5-chloropyrimidin-2-yl)amino)piperidin-1-yl)-3-oxopropyl)-[1,4'-bipiperidin]-4-yl)-1-oxoisoindolin-2-yl)piperidine-2,6-dione C1(=CC(=CC=C1)C1=NC(=NC=C1Cl)NC1CCN(CC1)C(CCN1CCC(CC1)N1CCC(CC1)C=1C=C2CN(C(C2=CC1)=O)C1C(NC(CC1)=O)=O)=O)C1=CC=CC=C1